tert-butyl 2,4-difluoro-3-((2-methoxyethyl)amino)benzylcarbamate FC1=C(CNC(OC(C)(C)C)=O)C=CC(=C1NCCOC)F